tert-butyl (R)-(1-(5-amino-3-iodo-1-methyl-1H-indazol-4-yl)piperidin-3-yl)carbamate NC=1C(=C2C(=NN(C2=CC1)C)I)N1C[C@@H](CCC1)NC(OC(C)(C)C)=O